1-((2R,4S,6S)-2,6-dimethyltetrahydro-2H-pyran-4-yl)-3-methoxy-N-(6-((S)-5-methyl-6,7-dihydro-5H-pyrrolo[2,1-c][1,2,4]triazol-3-yl)pyridin-2-yl)-1H-pyrazole-4-carboxamide C[C@H]1O[C@H](CC(C1)N1N=C(C(=C1)C(=O)NC1=NC(=CC=C1)C=1N2C(=NN1)CC[C@@H]2C)OC)C